4-(((6-(Cyclohexylamino)-1-methyl-1H-pyrazolo[3,4-d]pyrimidin-4-yl)amino)methyl)-benzenesulfonamide C1(CCCCC1)NC1=NC(=C2C(=N1)N(N=C2)C)NCC2=CC=C(C=C2)S(=O)(=O)N